2-(6-(4-(2-amino-3-nitropyridin-4-yl)-1H-pyrazol-1-yl)pyridin-3-yl)propanamide NC1=NC=CC(=C1[N+](=O)[O-])C=1C=NN(C1)C1=CC=C(C=N1)C(C(=O)N)C